6-(4-Amino-2,6-dichlorobenzyl)-2-(3-(trifluoromethyl)phenyl)pyridazin-3(2H)-one NC1=CC(=C(CC=2C=CC(N(N2)C2=CC(=CC=C2)C(F)(F)F)=O)C(=C1)Cl)Cl